COC1=C(C(=O)O)C=CC(=C1)OCC1=CC=C(C=C1)OC 2-methoxy-4-((4-methoxybenzyl)oxy)benzoic acid